[Si](C)(C)(C(C)(C)C)O[C@H]1C[C@@H](NC1)C=1N=C2N(C=C(C=N2)C2CC2)C1 2-((2R,4S)-4-((tert-butyldimethylsilyl)oxy)pyrrolidin-2-yl)-6-cyclopropylimidazo[1,2-a]pyrimidine